C(CCC)N1N=C(C(=C1C)O)CC 1-n-butyl-3-ethyl-4-hydroxy-5-methyl-pyrazole